2-(2-(3-cyano-4-oxo-1-((S)-1-(6-(trifluoromethyl)pyridin-3-yl)ethyl)-4,5-dihydro-1H-pyrazolo[3,4-d]pyrimidin-6-yl)cyclobutyl)pyridine 1-oxide C(#N)C1=NN(C=2N=C(NC(C21)=O)C2C(CC2)C2=[N+](C=CC=C2)[O-])[C@@H](C)C=2C=NC(=CC2)C(F)(F)F